[O-2].[Ba+2].[Cu+2].[O-2] Copper barium Oxide